C(C)OC(=O)C1=C(C2=C(S1)C=CC=C2Cl)COC2=C(C=C(C=C2F)C(N)=O)Br 3-((2-bromo-4-carbamoyl-6-fluorophenoxy)methyl)-4-chlorobenzo[b]thiophene-2-carboxylic acid ethyl ester